tert-butyl 3-fluoro-4-hydroxypiperidine-1-carboxylate FC1CN(CCC1O)C(=O)OC(C)(C)C